N1N=NN=C1C1=C(C=CC=C1)C1=NC(=CC(=C1)NC(=O)NC1=CC=C(C=C1)F)N(CCOC)C1CCC(CC1)(F)F 1-(2-(2-(1H-tetrazol-5-yl)phenyl)-6-((4,4-difluorocyclohexyl)(2-methoxyethyl)amino)pyridin-4-yl)-3-(4-fluorophenyl)urea